(2R)-N,N-dimethyl-1-[5-(4,4,5,5-tetramethyl-1,3,2-dioxaborolan-2-yl)-1,3-benzothiazol-2-yl]propan-2-amine CN([C@@H](CC=1SC2=C(N1)C=C(C=C2)B2OC(C(O2)(C)C)(C)C)C)C